2-{2-[1-(difluoroacetyl)piperidin-4-yl]-5,8-dioxo-6-(propan-2-yl)-5,6,7,8-tetrahydro-4H-pyrazolo[1,5-a]pyrrolo[3,4-d]pyrimidin-4-yl}-N-(5-fluoropyridin-2-yl)acetamide FC(C(=O)N1CCC(CC1)C1=NN2C(N(C3=C(C2=O)CN(C3=O)C(C)C)CC(=O)NC3=NC=C(C=C3)F)=C1)F